tris((4E)-1,5-diphenylpenta-1,4-dien-3-one) dipalladium [Pd].[Pd].C1(=CC=CC=C1)C=CC(\C=C\C1=CC=CC=C1)=O.C1(=CC=CC=C1)C=CC(\C=C\C1=CC=CC=C1)=O.C1(=CC=CC=C1)C=CC(\C=C\C1=CC=CC=C1)=O